C(CCCCCCCCCCCC)OC[C@@H](OO)COP(=O)(O)OCC[N+](C)(C)C 1-Tridecyl-2-hydroxy-sn-glycero-3-phosphorylcholine